tert-butyl N-[1-[4-(3-nitropyrazol-1-yl)phenyl]cyclopropyl]carbamate [N+](=O)([O-])C1=NN(C=C1)C1=CC=C(C=C1)C1(CC1)NC(OC(C)(C)C)=O